CSC1=CC=C(C=C1)C(C(SC1=CC=C(C=C1)OC)=O)=O S-(4-methoxyphenyl) 2-(4-(methylthio)phenyl)-2-oxoethanethioate